n-dodecylbenzene sodium [Na].C(CCCCCCCCCCC)C1=CC=CC=C1